FC=1C=C(C=C(C1)SC1=CC=NC=C1)N1N=C(C=C1)C1=NC=CC=C1 2-{1-[3-fluoro-5-(pyridin-4-ylthio)phenyl]-1H-pyrazol-3-yl}pyridine